ethyl 2-bromo-2-(5-fluoro-3-methyl-2-((1r,4r)-4-(trifluoromethoxy)-cyclohexyl)phenyl)acetate BrC(C(=O)OCC)C1=C(C(=CC(=C1)F)C)C1CCC(CC1)OC(F)(F)F